4-(2-chlorobenzyl)-3-(4-chlorophenyl)-1-isopropylpiperazine-2,5-dione ClC1=C(CN2C(C(N(CC2=O)C(C)C)=O)C2=CC=C(C=C2)Cl)C=CC=C1